ethyl 2-(5-bromo-3-fluoro-2-oxopyridin-1(2H)-yl)-3-cyclopropylpropanoate BrC=1C=C(C(N(C1)C(C(=O)OCC)CC1CC1)=O)F